(2,6-Dichloropyridin-4-yl)methyl (S)-3-(5-hydroxypyridin-3-yl)-2-(methylamino)propanoate dihydrochloride Cl.Cl.OC=1C=C(C=NC1)C[C@@H](C(=O)OCC1=CC(=NC(=C1)Cl)Cl)NC